C(\C=C\C(=O)O)(=O)O.CN(CCCC(C(C)C)N1CC2(C1)CN(CC2)C=2N=CN=NC2OC2=C(C(=O)N(C(C)C)C(C)C)C=C(C=C2)F)C (-)-2-((5-(2-(6-(Dimethylamino)-2-methylhex-3-yl)-2,6-diazaspiro[3.4]oct-6-yl)-1,2,4-triazin-6-yl)oxy)-5-fluoro-N,N-diisopropylbenzamide fumarate